NC\C=C(\CN1N=NC2=C1C=C(C=C2C2=CC(=C(C=C2)OC)S(NC2CC2)(=O)=O)C(=O)NC)/F (Z)-1-(4-amino-2-fluorobut-2-en-1-yl)-4-(3-(N-cyclopropylsulfamoyl)-4-methoxyphenyl)-N-methyl-1H-benzo[d][1,2,3]triazol-6-carboxamide